(hydroxyethyl-carboxymethyl)-2-imidazoline sodium salt [Na+].OCCC(C(=O)[O-])N1C=NCC1